1-(3-oxo-2,3-dihydro-[1,2,4]triazolo[4,3-a]pyridin-8-yl)-5-trifluoromethyl-1H-pyrazole-4-carboxylic acid O=C1NN=C2N1C=CC=C2N2N=CC(=C2C(F)(F)F)C(=O)O